C(N)(OC1=C(C(=NC=C1C(C)(C)C)C)F)=O tert-butyl-(3-fluoro-2-methylpyridin-4-yl) carbamate